N-(3-bromo-1-(2-(1,1-difluoroethyl)-6-methoxypyrimidin-4-yl)-1H-pyrazolo[4,3-c]pyridin-6-yl)acetamide BrC1=NN(C2=C1C=NC(=C2)NC(C)=O)C2=NC(=NC(=C2)OC)C(C)(F)F